OC1=C2C3C(C(OC2=CC(=C1C(=O)N(C)OC)CCCCC)(C)C)CCC(=C3)C 1-hydroxy-N-methoxy-N,6,6,9-tetramethyl-3-pentyl-6a,7,8,10a-tetrahydro-6H-benzo[c]chromene-2-carboxamide